ethyl 4-(3-hydroxy-3-phenyl-pent-1-ynyl)-2,6-dimethyl-7-oxo-1H-pyrrolo[2,3-c]pyridine-3-carboxylate OC(C#CC=1C2=C(C(N(C1)C)=O)NC(=C2C(=O)OCC)C)(CC)C2=CC=CC=C2